N-((4RS,5RS)-3-((E)-(((R)-tert-butylsulfinyl)imino)methyl)-7-ethyl-4-(4-fluorophenyl)-6-oxo-1-phenyl-4,5,6,7-tetrahydro-1H-pyrazolo[3,4-b]pyridin-5-yl)-3-(trifluoromethyl)benzamide C(C)(C)(C)[S@@](=O)\N=C\C1=NN(C=2N(C([C@@H]([C@@H](C21)C2=CC=C(C=C2)F)NC(C2=CC(=CC=C2)C(F)(F)F)=O)=O)CC)C2=CC=CC=C2 |&1:14,15|